(R)-1-(2-chlorophenyl)ethyl (4-chloro-1-(2'-fluoro-4'-(1-((methylsulfonyl)carbamoyl)cyclopropyl)-[1,1'-biphenyl]-4-yl)-1H-pyrazol-5-yl)carbamate ClC=1C=NN(C1NC(O[C@H](C)C1=C(C=CC=C1)Cl)=O)C1=CC=C(C=C1)C1=C(C=C(C=C1)C1(CC1)C(NS(=O)(=O)C)=O)F